COC(C[C@H](C(C)SC1=CC=CC=C1)NC(=O)OCC1=CC=CC=C1)=O (3R)-3-(((benzyloxy)carbonyl)amino)-4-(phenylthio)pentanoic acid methyl ester